2-methyl-4-(4-(7-morpholino-5-(3-phenyl-1H-pyrazol-1-yl)furo[3,2-b]pyridin-2-yl)-1H-pyrazol-1-yl)butan-2-ol CC(C)(CCN1N=CC(=C1)C1=CC2=NC(=CC(=C2O1)N1CCOCC1)N1N=C(C=C1)C1=CC=CC=C1)O